C(C1=CC=CC=C1)OC(N[C@H](C(=O)N[C@H](C(N[C@H](C=O)C[C@H]1C(NCC1)=O)=O)CC1CCCCC1)C(C)(C)C)=O ((S)-1-(((S)-3-cyclohexyl-1-oxo-1-(((S)-1-oxo-3-((S)-2-oxopyrrolidin-3-yl)propan-2-yl)amino)propan-2-yl)amino)-3,3-dimethyl-1-oxobutan-2-yl)carbamic acid benzyl ester